2-[(1e,3e)-5-[(1r,2z)-1-(5-carbamoylpentyl)-3,3-dimethyl-5-sulfo-2,3-dihydro-1H-indol-1-ium-2-ylidene]penta-1,3-dien-1-yl]-3,3-dimethyl-1-(4-sulfobutyl)-3H-indol-1-ium-5-sulfonic acid C(N)(=O)CCCCC[NH+]1\C(\C(C2=CC(=CC=C12)S(=O)(=O)O)(C)C)=C/C=C/C=C/C1=[N+](C2=CC=C(C=C2C1(C)C)S(=O)(=O)O)CCCCS(=O)(=O)O